P(=O)([O-])([O-])[O-].[Na+].[Na+].[Na+] trisodium ortho-phosphate